ClC=1C=C(C=C(C1OC1=CC2=C(N(C(=N2)CCC2=CC=CC=C2)C)C=C1)Cl)N1N=C(C(NC1=O)=O)C#N 2-(3,5-dichloro-4-((1-methyl-2-phenethyl-1H-benzo[d]imidazol-5-yl)oxy)phenyl)-3,5-dioxo-2,3,4,5-tetrahydro-1,2,4-triazine-6-carbonitrile